FC(CNC=1N=CC2=C(N1)NC=C2C2=NC=1N(C=C2)N=CC1F)(C)C N-(2-Fluoro-2-methylpropyl)-5-(3-fluoropyrazolo[1,5-a]pyrimidin-5-yl)-7H-pyrrolo[2,3-d]pyrimidin-2-amine